C12OCC(N(C1)C1=NC(=NC=C1C(F)(F)F)NC1=CC=C(C=C1)N1C[C@H](C[C@H](C1)O)O)C2 (3S,5R)-1-{4-[(4-{2-oxa-5-azabicyclo[2.2.1]heptan-5-yl}-5-(trifluoromethyl)pyrimidin-2-yl)amino]phenyl}piperidine-3,5-diol